FC=1C=C2C(=NC1)CN(C2)C(=O)NC2=CC=C(C=C2)C2CCN(CC2)C(C(C)(NC(=O)C2CCOCC2)C)=O 3-FLUORO-N-(4-(1-(2-METHYL-2-(TETRAHYDRO-2H-PYRAN-4-CARBOXAMIDO)PROPANOYL)PIPERIDIN-4-YL)PHENYL)-5,7-DIHYDRO-6H-PYRROLO[3,4-B]PYRIDINE-6-CARBOXAMIDE